Penicillanic Acid S,S-dioxide S1(C(C)(C)[C@H](C(=O)O)N2[C@H]1CC2=O)(=O)=O